ClC1=C(C=CC(=C1OCC1=CC=C(C=C1)OC)OCC1=CC=C(C=C1)OC)/C(/C(=O)NCCC(=O)O)=N/OC(C1=CC=CC=C1)(C1=CC=CC=C1)C1=CC=CC=C1 (Z)-3-(2-(2-chloro-3,4-bis((4-methoxybenzyl)oxy)phenyl)-2-((trityloxy)imino)acetamido)propionic acid